C[Si]1(C(=C(C(=C1C#CC1=CC(=CC(=C1)NCCC)NCCC)C1=CC=CC=C1)C1=CC=CC=C1)C#CC1=CC(=CC(=C1)NCCC)NCCC)C 1,1-dimethyl-2,5-bis(3,5-dipropylaminophenylethynyl)-3,4-diphenyl-silole